C(C)S(=O)(=O)C1=NNC2=C1CN(CC2)C(=O)OC(C)(C)C Tert-Butyl 3-(ethanesulfonyl)-1H,4H,5H,6H,7H-pyrazolo[4,3-c]pyridine-5-carboxylate